2,2'-[{2,2-bis[(naphthalen-1-yl)methyl]propane-1,3-diyl}bis(oxy[1,1'-binaphthalene]-2',2-diyloxy)]di(ethan-1-ol) C1(=CC=CC2=CC=CC=C12)CC(COC1=C(C2=CC=CC=C2C=C1)C1=C(C=CC2=CC=CC=C12)OCCO)(COC1=C(C2=CC=CC=C2C=C1)C1=C(C=CC2=CC=CC=C12)OCCO)CC1=CC=CC2=CC=CC=C12